O1CCN(CC1)C1=NC=CC(=C1)B(O)O 2-morpholinopyridine-4-boronic acid